FC=1C=C2C(C=C(N(C2=C(C1)C)C)CCO)=O 6-fluoro-2-(2-hydroxyethyl)-1,8-dimethylquinolin-4(1H)-one